5-[3-(2-fluorophenoxy)propyl]-1,3-thiazole-4-carboxylic acid FC1=C(OCCCC2=C(N=CS2)C(=O)O)C=CC=C1